BrCCCC(CC(CC(CC(CC(CC(CCCC(OCC1=CC=CC=C1)OC(CCCC(CC(CC(CC(CC(CC(CCCBr)C)C)C)C)C)C)OCC1=CC=CC=C1)C)C)C)C)C)C 17-bromo-4,6,8,10,12,14-hexamethylheptadecylbenzyloxymethyl ether